N-tert-butyl-3-[[2-[2-methoxy-4-(trifluoromethyl)phenyl]acetyl]amino]benzamide C(C)(C)(C)NC(C1=CC(=CC=C1)NC(CC1=C(C=C(C=C1)C(F)(F)F)OC)=O)=O